FC=1C(=C2C=NN(C2=CC1)COCC[Si](C)(C)C)[N+](=O)[O-] 2-[(5-Fluoro-4-nitro-indazol-1-yl)methoxy]ethyl-trimethyl-silane